NC=1C=C(C=CC1O)C(CCC)(CCC)C1=CC(=C(C=C1)O)N 4,4-bis(3-amino-4-hydroxyphenyl)heptane